2-(3-fluoro-5-isopropyl-2-methoxyphenyl)-2-((R)-3-(2-(2-(5,6,7,8-tetrahydro-1,8-naphthyridin-2-yl)ethoxy)ethoxy)pyrrolidin-1-yl)acetic acid FC=1C(=C(C=C(C1)C(C)C)C(C(=O)O)N1C[C@@H](CC1)OCCOCCC1=NC=2NCCCC2C=C1)OC